4-methyl-5-thiazolecarboxylic acid, butyl ester CC=1N=CSC1C(=O)OCCCC